C(C)(C)C=1C(=NNC1)C(=O)OC methyl 4-isopropyl-1H-pyrazole-3-carboxylate